N=1N(N=CC1)C1=CN=CC(=N1)N 6-(2H-1,2,3-triazol-2-yl)pyrazin-2-amine